3-((tert-butyldiphenylsilyl)oxy)-2-(pyridin-2-yl)propane-1-thiol [Si](C1=CC=CC=C1)(C1=CC=CC=C1)(C(C)(C)C)OCC(CS)C1=NC=CC=C1